7-amino-4,5-dihydro-1H-benzo[d]azepin-3(2H)-carboxylic acid tert-butyl ester C(C)(C)(C)OC(=O)N1CCC2=C(CC1)C=C(C=C2)N